(2-methoxyethoxy)methyl (3aS,4S,5S,7S,7aR)-2-(4-cyano-3-(trifluoromethyl)phenyl)-4,7-dimethyl-1,3-dioxooctahydro-1H-4,7-epoxyisoindole-5-carboxylate C(#N)C1=C(C=C(C=C1)N1C([C@H]2[C@@]3(C[C@@H]([C@]([C@H]2C1=O)(O3)C)C(=O)OCOCCOC)C)=O)C(F)(F)F